N=1C2=C(C=C(CC1)C(=O)O)C=CC=C2 3H-benzo[b]azepin-4-carboxylic acid